(S)-2-(chloromethyl)-6-fluoro-1-(oxetan-2-ylmethyl)-1H-thieno[2,3-d]imidazole ClCC=1N(C2=C(N1)SC=C2F)C[C@H]2OCC2